2-CHLORO-3,6-DIFLUOROBENZYLISOCYANIDE ClC1=C(C[N+]#[C-])C(=CC=C1F)F